2-((4-(((S)-2-hydroxy-1-phenylethyl)amino)-5-(1,3,4-oxadiazol-2-yl)pyridin-2-yl)amino)-7,7-dimethyl-5,7-dihydrofuro[3,4-b]pyridin-5-ol OC[C@H](C1=CC=CC=C1)NC1=CC(=NC=C1C=1OC=NN1)NC1=CC=C2C(=N1)C(OC2O)(C)C